C(C)(C)(C)OC(=O)N(C(OC(C)(C)C)=O)C[C@@H]1C[C@H](C1)N1N=C(C(=C1)B1OC(C(O1)(C)C)(C)C)C1CC1 tert-butyl N-tert-butoxycarbonyl-N-((trans-3-(3-cyclopropyl-4-(4,4,5,5-tetramethyl-1,3,2-dioxaborolan-2-yl)pyrazol-1-yl)cyclobutyl)methyl)carbamate